CCCCC(CCCCCCCC(CCCCCC)O)O nonadecane-5,13-diol